Sodium (2R,3R,4S,5R)-2,3,4,5-tetrahydroxy-6-(((Z)-octadec-9-en-1-yl) amino)-6-oxohexyl sulfate S(=O)(=O)(OC[C@H]([C@H]([C@@H]([C@H](C(=O)NCCCCCCCC\C=C/CCCCCCCC)O)O)O)O)[O-].[Na+]